4-nitrophenyl (oxetan-2-ylmethyl) carbonate C(OC1=CC=C(C=C1)[N+](=O)[O-])(OCC1OCC1)=O